phenyl (oxetan-3-ylmethyl)carbamate O1CC(C1)CNC(OC1=CC=CC=C1)=O